Cl.NC1=NC=2C=CC=C(C2C2=C1N=C(N2)COCC)OCCC(C)O 4-[[4-Amino-2-(ethoxymethyl)-1H-imidazo[4,5-c]quinolin-9-yl]oxy]butan-2-ol HCl salt